C(CCC)N(C(=O)NC1=CC=C2C(=N1)C(=CN2)C2=CCN1CCCCC1CC2)C(C)C N-butyl-N-isopropyl-N'-(3-(1-azabicyclo[5.4.0]undec-3-en-4-yl)pyrrolo[3,2-b]pyridin-5-yl)urea